C=C(CCCC(=O)O)CCCC(=O)O 5-methylen-nonanedioic acid